C(C)C1=CC=CC=2C(=N[C@@H](C(NC21)=O)NC([C@@H]([C@@H](C(=O)N)CCC(F)(F)F)CCC(F)(F)F)=O)C2=CC(=CC=C2)C (2R,3S)-N-((3S)-9-ethyl-5-(3-methyl-phenyl)-2-oxo-2,3-dihydro-1H-1,4-benzodiazepin-3-yl)-2,3-bis(3,3,3-trifluoropropyl)succinamide